3-(3-chlorophenyl)-3-methyl-6-(pyrimidin-4-ylamino)-2,3-dihydroimidazo-[1,5-a]pyridine-1,5-dione ClC=1C=C(C=CC1)C1(NC(C=2N1C(C(=CC2)NC2=NC=NC=C2)=O)=O)C